4-(4-chlorophenyl)-6-(dibenzo[b,d]Furan-3-yl)-1,3,5-triazine ClC1=CC=C(C=C1)C1=NC=NC(=N1)C=1C=CC2=C(OC3=C2C=CC=C3)C1